NC1=CC(=C(C=C1OC)N1CCC2(CCN(CC2)C=2C=C3C(N(C(C3=CC2)=O)C2C(NC(CC2)=O)=O)=O)CC1)C=1C=NN(C1)C 5-(9-(4-amino-5-methoxy-2-(1-methyl-1H-pyrazol-4-yl)phenyl)-3,9-diazaspiro[5.5]undec-3-yl)-2-(2,6-dioxopiperidin-3-yl)isoindole-1,3-dione